N[C@@H](CCC(O)=O)C(=O)N[C@@H](CS)C(=O)O L-alpha-glutamyl-L-cysteine